monotert-butyl adipate C(CCCCC(=O)[O-])(=O)OC(C)(C)C